Tert-butyl (R)-9-(3-amino-4-(phenylthio)butyl)-3,9-diazaspiro[5.5]undecane-3-carboxylate N[C@H](CCN1CCC2(CCN(CC2)C(=O)OC(C)(C)C)CC1)CSC1=CC=CC=C1